C1(CCCCC1)[C@@H](C(=O)N1CCN(CC1)C(=O)C1=CC=2N(C=C1C)N=CC2)NC([C@H](C)NC)=O (S)-N-((S)-1-cyclohexyl-2-(4-(6-methylpyrazolo[1,5-a]pyridine-5-carbonyl)piperazin-1-yl)-2-oxoethyl)-2-(methylamino)propanamide